alpha-piperidone C1CCNC(=O)C1